[2-[[(2R)-2-[[(2R)-2-(tert-butoxycarbonylamino)-3-phenyl-propionyl] amino]-7-fluoroheptyl] amino] hexanoyl] piperidine-4-carboxylate N1CCC(CC1)C(=O)OC(C(CCCC)NC[C@@H](CCCCCF)NC([C@@H](CC1=CC=CC=C1)NC(=O)OC(C)(C)C)=O)=O